NC1=NC=CC(=C1C#CC(=O)N1CCC(CC1)O)OC1=C(C=C(C=C1)NC(=O)C=1C(N(N=CC1)C1=CC=C(C=C1)F)=O)F N-(4-(2-amino-3-(3-(4-hydroxypiperidin-1-yl)-3-oxoprop-1-ynyl)pyridin-4-yloxy)-3-fluorophenyl)-2-(4-fluorophenyl)-3-oxo-2,3-dihydropyridazine-4-carboxamide